4-Cyclopentyl-2-(2,5-dimethylbenzylsulfanyl)-6-oxo-1,6-dihydropyrimidine-5-carbonitrile C1(CCCC1)C=1N=C(NC(C1C#N)=O)SCC1=C(C=CC(=C1)C)C